N-(3-amino-5-(5-nitro-2H-1,2,3-triazol-4-yl)-4H-1,2,4-triazol-4-yl)nitroamide NC1=NN=C(N1[N-][N+](=O)[O-])C1=NNN=C1[N+](=O)[O-]